CC1=C2C=NNC2=CC=C1C1=CC=C(N1)C(=O)N1C[C@H](CC1)C(=O)NC1=CC(=C(C(=C1)F)F)F (S)-1-(5-(4-methyl-1H-indazol-5-yl)-1H-pyrrole-2-carbonyl)-N-(3,4,5-trifluorophenyl)pyrrolidine-3-carboxamide